dihydroxy-4-ethoxy-4'-propoxybenzophenone OC=1C(=C(C(=O)C2=CC=C(C=C2)OCCC)C=CC1OCC)O